3-(4-fluoro-5-(3-fluoro-4-((4-(2-hydroxypropan-2-yl)piperidin-1-yl)methyl)pyridin-2-yl)-1-oxoisoindolin-2-yl)piperidine-2,6-dione FC1=C2CN(C(C2=CC=C1C1=NC=CC(=C1F)CN1CCC(CC1)C(C)(C)O)=O)C1C(NC(CC1)=O)=O